C(C)(C)(C)OC(=O)N[C@H](C(=O)N([C@@H]1C[C@@](N(C1)C(=O)OCC1=CC=CC=C1)(C(=O)OCC1=CC=CC=C1)CCCCB1OC(C(O1)(C)C)(C)C)C)C(C)C dibenzyl (2R,4R)-4-[[(2S)-2-(tert-butoxycarbonylamino)-3-methyl-butanoyl]-methyl-amino]-2-[4-(4,4,5,5-tetramethyl-1,3,2-dioxaborolan-2-yl)butyl]pyrrolidine-1,2-dicarboxylate